P(=O)(OC1=C(C=CC=C1)C(C1=C(C=C(C=C1C)C)C)=O)(OCC)[O-] 2,4,6-trimethylbenzoylphenyl ethyl phosphate